2,2',2'',2'''-((((2-(3-(2-((2-(bis(cyanomethyl)amino)ethyl)amino)ethyl)-2-oxoimidazolidin-1-yl)ethyl)azanediyl)bis(ethane-2,1-diyl))bis(azanetriyl))tetraacetonitrile C(#N)CN(CCNCCN1C(N(CC1)CCN(CCN(CC#N)CC#N)CCN(CC#N)CC#N)=O)CC#N